tert-butyl 4-(3-ethoxy-3-oxo-prop-1-ynyl)piperidine-1-carboxylate C(C)OC(C#CC1CCN(CC1)C(=O)OC(C)(C)C)=O